1,4-dicyanobenzyl-2,4-dimethylbenzene C(#N)C1(CC2=C(C=C(C=C2)C)C)CC=C(C=C1)C#N